3-(2-((1-amino-2-methyl-1-oxopropan-2-yl)amino)-2-oxoacetyl)-N-(4-fluoro-3-methylphenyl)-5,6,7,8-tetrahydroindolizine-1-carboxamide NC(C(C)(C)NC(C(=O)C1=CC(=C2CCCCN12)C(=O)NC1=CC(=C(C=C1)F)C)=O)=O